cyclopentyl-5-(2-(5-(4-ethylpiperazin-1-yl)pyridin-2-yl)amino-5-fluoropyrimidin-4-yl)-pyridin-2(1H)-one C1(CCCC1)N1C(C=CC(=C1)C1=NC(=NC=C1F)NC1=NC=C(C=C1)N1CCN(CC1)CC)=O